NC1=C(C=NC=C1)C(=O)OC methyl 4-aminopyridine-3-carboxylate